4-(2-((4-(cyclohexylamino)-3-nitrophenyl)sulfonylamino)ethyl)piperazine-1-carboxylic acid tert-butyl ester C(C)(C)(C)OC(=O)N1CCN(CC1)CCNS(=O)(=O)C1=CC(=C(C=C1)NC1CCCCC1)[N+](=O)[O-]